C1(=C(C=CC=C1)C1=CC=CC=2C3=C(SC21)C(=C(C(=C3C3=NN=NC(=C3C3=CC=CC=C3)C3=CC=CC=C3)C3=C(C=CC=C3)C3=CC=CC=C3)C3=CC=CC=C3)C3=CC=CC=C3)C3=CC=CC=C3 (biphenylyl)(diphenyl)(biphenylyl)(diphenyltriazinyl)dibenzothiophene